(3R,7S)-2-(3,4-dichlorobenzoyl)-3-methyl-10-oxo-9-(1-(pyridin-2-yl)ethyl)-1,2,3,4,7,8,9,10-octahydropyrido[4',3':3,4]Pyrazolo[1,5-a]Pyrazine-7-carboxylic acid ClC=1C=C(C(=O)N2CC=3C(=NN4C3C(N(C[C@H]4C(=O)O)C(C)C4=NC=CC=C4)=O)C[C@H]2C)C=CC1Cl